(1H-pyrrolo[2,3-c]pyridin-3-yl)methanol N1C=C(C=2C1=CN=CC2)CO